5-(ethyl-(tetrahydro-2H-pyran-4-yl)amino)-6-methyl-2-phenyl-indolizine-7-carboxylic acid C(C)N(C=1N2C=C(C=C2C=C(C1C)C(=O)O)C1=CC=CC=C1)C1CCOCC1